Cl.C(C)(OCC)=N ethyl ethanimidate HCl